BrC1=C(C=CC(=C1)C(C)(C)OC)OC(F)F 2-bromo-1-(difluoromethoxy)-4-(2-methoxypropan-2-yl)benzene